1,3,3-trimethyl-5-propylcyclohexanecarbonitrile CC1(CC(CC(C1)CCC)(C)C)C#N